(1S,6R,8aR)-1,4,4,6-tetramethyloctahydro-1H-5,8a-methanoazulen-6-ol C[C@H]1CCC2C(C3[C@@](CC[C@@]12C3)(O)C)(C)C